S(N)(OC[C@@H]1OC(O[C@H]1CC1=CC=CC=C1)(CC)CC)(=O)=O ((4S,5S)-5-benzyl-2,2-diethyl-1,3-dioxolan-4-yl)methyl sulfamate